C(C1=CC=NC=C1)=O Isonicotinaldehyd